N-(4-(5-chloro-2-fluorophenyl)-2-(4,4-difluorocyclohex-1-en-1-yl)pyridin-3-yl)-2-isopropylpyrimidine-5-carboxamide ClC=1C=CC(=C(C1)C1=C(C(=NC=C1)C1=CCC(CC1)(F)F)NC(=O)C=1C=NC(=NC1)C(C)C)F